N-(pyrimidin-2-yl)guanidine N1=C(N=CC=C1)NC(=N)N